Pentanoic Acid Ethyl Ester C(C)OC(CCCC)=O